FC1=NC(=C(C=C1)[N+](=O)[O-])C fluoro-5-nitro-6-methylpyridine